The molecule is a doubly-charged organophosphate oxoanion arising from deprotonation of the three diphosphate OH groups of 7-methylguanosine 5'-diphosphate(1+); major species at pH 7.3. It is a conjugate base of a 7-methylguanosine 5'-diphosphate. CN1C=[N+](C2=C1C(=O)NC(=N2)N)[C@H]3[C@@H]([C@@H]([C@H](O3)COP(=O)([O-])OP(=O)([O-])[O-])O)O